2-(2-{3-[4-(2-Hydroxy-ethyl)-piperazin-1-yl]-phenylamino}-pyrimidin-4-yl)-3-phenyl-thiazolo[3,2-a]pyrimidin-5-one OCCN1CCN(CC1)C=1C=C(C=CC1)NC1=NC=CC(=N1)C1=C(N2C(=NC=CC2=O)S1)C1=CC=CC=C1